CN(C[C@@H](C)OC1=C2C(=NC=NC2=CC(=C1)C=1C=NN(C1[2H])C)NC=1C(=C2C=CC=NC2=CC1)F)C (R)-5-((1-(dimethylamino)propan-2-yl)oxy)-N-(5-fluoroquinolin-6-yl)-7-(1-methyl-1H-pyrazol-4-yl-5-d)quinazolin-4-amine